butyl 3-amino-3-(1,2-difluoroethyl)piperidine-1-carboxylate NC1(CN(CCC1)C(=O)OCCCC)C(CF)F